N-[(1R,3R,5S)-8-[(2R)-2-hydroxy-3-(N-methylmethanesulfonamido)propyl]-8-azabicyclo[3.2.1]octan-3-yl]-2-oxo-1-(propan-2-yl)-1,2-dihydroquinoline-3-carboxamide O[C@H](CN1[C@H]2CC(C[C@@H]1CC2)NC(=O)C=2C(N(C1=CC=CC=C1C2)C(C)C)=O)CN(S(=O)(=O)C)C